4-tert-Butyl 5-ethyl furo[3,2-b]pyrrole-4,5-dicarboxylate O1C=CC=2N(C(=CC21)C(=O)OCC)C(=O)OC(C)(C)C